NOP(=O)(O)C(C(=O)[O-])CCC aminophosphonovalerate